OCN1N=NC2=C1C=CC=C2 1-(hydroxymethyl)-1H-benzotriazole